C(CCC)C1(CSC2=C(N(C1=O)C1=CC=C(C=C1)F)C=C(C(=C2)OC)I)CCCC 3,3-dibutyl-5-(4-fluorophenyl)-7-iodo-8-methoxy-2,3-dihydro-1,5-benzothiazepin-4(5H)-one